C(C)OC(=O)C=1C2=C(N(N1)CC1=CC=CC=C1)COC2 1-benzyl-4,6-dihydro-1H-furo[3,4-c]pyrazole-3-carboxylic acid ethyl ester